(5-cyano-2,3-dihydro-1H-inden-2-yl)carbamic acid tert-butyl ester C(C)(C)(C)OC(NC1CC2=CC=C(C=C2C1)C#N)=O